BrC=1C=C(C=2N(C1)C=C(N2)C)CNC(OC(C)(C)C)=O tert-butyl N-[(6-bromo-2-methyl-imidazo[1,2-a]pyridin-8-yl)methyl]carbamate